tert-butyl (2-(2-(2-((2-(((3S,4R,5R,6R)-4,5-dihydroxy-6-(hydroxymethyl)tetrahydro-2H-pyran-3-yl)amino)pyrimidin-4-yl)oxy)ethoxy)ethoxy)ethyl)carbamate O[C@@H]1[C@H](CO[C@@H]([C@@H]1O)CO)NC1=NC=CC(=N1)OCCOCCOCCNC(OC(C)(C)C)=O